ClC=1SC2=C(N1)CC1(CCN(CC1)C1=NC=3C(=NC=C(N3)SC=3C(=NC=CC3)C(F)(F)F)N1)[C@@H]2N (S)-2-chloro-1'-(5-((2-(trifluoromethyl)pyridin-3-yl)thio)-1H-imidazo[4,5-b]pyrazin-2-yl)-4,6-dihydrospiro[cyclopenta[d]thiazole-5,4'-piperidin]-6-amine